C1(CC1)C1=C(N=CS1)[C@]1(NC(NC1=O)=O)CNC(=O)C=1C(=CC=CC1)C1=CC=C(C=C1)C(F)(F)F |r| rac-N-{[4-(5-cyclopropyl-1,3-thiazol-4-yl)-2,5-dioxoimidazolidin-4-yl]methyl}-4'-(trifluoromethyl)[biphenyl]-2-carboxamide